CN1C(CCC1)COC=1C=C(C=C(C1)C(F)(F)F)NC(C)=O N-(3-((1-methylpyrrolidin-2-yl)methoxy)-5-(trifluoromethyl)phenyl)acetamide